(3S,4R)-3-hydroxy-4-fluoropiperidine O[C@H]1CNCC[C@H]1F